BrC1=C(C=C(C(=C1)C)C)Br 1,2-dibromo-4,5-xylene